FC(C1=C(C=CC=C1)CN1N=C(N=C1)C(=O)OC)(F)F methyl 1-[[2-(trifluoromethyl)phenyl]methyl]-1,2,4-triazole-3-carboxylate